BrC=1C=C2C(N(C(=NC2=CC1)[C@@H](CCC)N1CCN(CCC1)C)CC)=O (R)-6-bromo-3-ethyl-2-(1-(4-methyl-1,4-diazepan-1-yl)butyl)quinazolin-4(3H)-one